ClC1=C(C=C(C(=C1)N1CCC(CC1)N1CCN(CC1)C)C)NC1=NC=C(C(=N1)NC1=CC2=C(CCO2)C=C1N(S(=O)(=O)C)C)C(=O)OC(C)C Isopropyl 2-((2-chloro-5-methyl-4-(4-(4-methylpiperazin-1-yl)piperidin-1-yl)phenyl)amino)-4-((5-(N-methylmethyl sulfonamido)-2,3-dihydrobenzofuran-6-yl)amino)pyrimidine-5-carboxylate